C(\C=C/C(=O)[O-])(=O)OCC=C cis-allyl maleate